C1CCC2=C(C=CC=C12)C1=C(C=C2C(=N1)C(=NN2CC2=CC=C(C=C2)OC)C=2C=NC(=CC2)C2CCNCC2)OC 5-(2,3-dihydro-1H-inden-4-yl)-6-methoxy-1-(4-methoxybenzyl)-3-(6-(piperidin-4-yl)pyridin-3-yl)-1H-pyrazolo[4,3-b]pyridine